3α-(tert-butyldimethylsilyloxy)-5α-androstan [Si](C)(C)(C(C)(C)C)O[C@H]1C[C@@H]2CC[C@H]3[C@@H]4CCC[C@@]4(C)CC[C@@H]3[C@]2(CC1)C